N1=C(C=CC(=C1)C(C(=O)NC1=NC=C(C(=C1)C1=C2N(N=C1)CC(C2)(C)C)Cl)C)C=2C=NC=CC2 2-([2,3'-bipyridinyl]-5-yl)-N-(5-chloro-4-(5,5-dimethyl-5,6-dihydro-4H-pyrrolo[1,2-b]pyrazol-3-yl)pyridin-2-yl)propionamide